bromodecene CCCCCCCCC=CBr